Methyl 8-chloro-6-(2-fluorophenyl)-5-oxido-4H-imidazo[1,2-a][1,4]benzodiazepin-5-ium-2-carboxylate ClC=1C=CC2=C(C(=[N+](CC=3N2C=C(N3)C(=O)OC)[O-])C3=C(C=CC=C3)F)C1